ClC=1C(=C(C(=CC1)F)NC=1N(C2=NC(=NC=C2N1)N[C@@H]1[C@H](CCC1)O)C1CCC(CC1)C(=O)N)F (1R,4s)-4-(8-(3-chloro-2,6-difluorophenylamino)-2-((1S,2S)-2-hydroxycyclopentylamino)-9H-purin-9-yl)cyclohexanecarboxamide